3-(1-(dimethylamino)ethyl)phenol CN(C(C)C=1C=C(C=CC1)O)C